C1(CCCCC1)C(C1=C(C=CC=2C3=CC=C(C=C3CC12)C1=CC=CC=C1)C1=CC=CC=C1)(C1C=CC=C1)CCCC cyclohexyl-n-butyl-cyclopentadienyl-2,7-diphenylfluorenyl-methane